C(C)C1=C(C(=CC=C1)CC)OB(O)O (2,6-diethylphenyl)boric acid